C(C1=CC=CC=C1)N([C@H]1[C@H](N(CC1)C(=O)OC(C)(C)C)[C@@H](C)O)C tert-butyl (2S,3R)-3-(benzyl(methyl)amino)-2-((R)-1-hydroxyethyl)pyrrolidine-1-carboxylate